5,5'-(4-(4-((tert-butyldimethylsilyl)oxy)butyl)piperazine-2,6-diyl)bis(pentan-1-ol) [Si](C)(C)(C(C)(C)C)OCCCCN1CC(NC(C1)CCCCCO)CCCCCO